(R)-tert-butyl (1-(3-ethylpiperazin-1-yl)-2-methyl-1-oxopropan-2-yl)carbamate C(C)[C@@H]1CN(CCN1)C(C(C)(C)NC(OC(C)(C)C)=O)=O